(Z)-3-((1H-pyrrol-2-yl)methylene)-5-((2,6-difluorobenzyl)amino)indolin-2-one N1C(=CC=C1)\C=C\1/C(NC2=CC=C(C=C12)NCC1=C(C=CC=C1F)F)=O